2-(2-bromo-5-chlorobenzoylamino)-4-(4-chlorophenyl)thiophene-3-carboxylic acid BrC1=C(C(=O)NC=2SC=C(C2C(=O)O)C2=CC=C(C=C2)Cl)C=C(C=C1)Cl